(Z)-hexadec-13-en-1-yl acetate C(C)(=O)OCCCCCCCCCCCC\C=C/CC